tert-butyl (2R,6S)-4-[7-({2,8-dimethylimidazo[1,2-a]pyrazin-6-yl}carbamoyl)-2-methylindazol-4-yl]-2,6-dimethylpiperazine-1-carboxylate CC=1N=C2N(C=C(N=C2C)NC(=O)C2=CC=C(C3=CN(N=C23)C)N2C[C@H](N([C@H](C2)C)C(=O)OC(C)(C)C)C)C1